methyl 4-(2-((1s,4R)-4-(6-((4-chloro-2-fluorobenzofuran-7-yl)methoxy)pyridin-2-yl)cyclohexyl)acetamido)-3-((((S)-oxetan-2-yl)methyl)amino)benzoate ClC1=CC=C(C2=C1C=C(O2)F)COC2=CC=CC(=N2)C2CCC(CC2)CC(=O)NC2=C(C=C(C(=O)OC)C=C2)NC[C@H]2OCC2